N1=CN=C(C2=C1NC=C2)N2C1C3(CC2)C(NCC3C(C=C)=O)CC1 1-(6-(7H-pyrrolo[2,3-d]pyrimidin-4-yl)octahydrocyclopenta[2,1-b:5,1-b']dipyrrol-3(3aH)-yl)prop-2-en-1-one